FC1=C(C=2C=NC(=NC2C(=C1C1=C(C2=C(OCCN2)N=C1)C)C)NC1=CC=C2C3(CN(CC2=C1)C)CC3)N 6-fluoro-8-methyl-N2-(2'-methyl-2',3'-dihydro-1'H-spiro[cyclopropane-1,4'-isoquinolin]-7'-yl)-7-(8-methyl-2,3-dihydro-1H-pyrido[2,3-b][1,4]oxazin-7-yl)quinazoline-2,5-diamine